3-hydroxy-N,N-dimethyl-4-((2-(((3-methylbicyclo[3.1.0]hexane-3-yl)(3-methylpyridin-2-yl)methyl)amino)-3,4-dioxocyclobut-1-en-1-yl)amino)picolinamide OC=1C(=NC=CC1NC1=C(C(C1=O)=O)NC(C1=NC=CC=C1C)C1(CC2CC2C1)C)C(=O)N(C)C